rac-(3R,5R)-5-[2-({4-[(tert-butoxycarbonyl)aminosulfonyl]phenyl}amino)pyrimidin-5-yl]oxolan-3-yl N-isopropylcarbamate C(C)(C)NC(O[C@H]1CO[C@H](C1)C=1C=NC(=NC1)NC1=CC=C(C=C1)S(=O)(=O)NC(=O)OC(C)(C)C)=O |r|